FC=1C=2N(C=C(C1)C1=CNC=3N=C(N=CC31)NC3=CC=NC=C3)C(=CN2)CO (8-fluoro-6-(2-(pyridin-4-ylamino)-7H-pyrrolo[2,3-d]pyrimidin-5-yl)imidazo[1,2-a]pyridin-3-yl)methanol